FC(C(C)(O)C)(C1=C(C(=CC=C1)[C@@H](C)NC=1C2=C(N=C(N1)C)C(=NC(=C2)S(=O)(=O)C)C)F)F 1,1-Difluoro-1-{2-fluoro-3-[(1R)-1-{[6-(methylsulfonyl)-2,8-dimethylpyrido[3,4-d]pyrimidin-4-yl]amino}ethyl]phenyl}-2-methylpropan-2-ol